Diethyl (hydroxymethyl) phosphonate CCOP(=O)(CO)OCC